FC(C=1C(=C(C=CC1)[C@@H](C)NC=1C2=C(N=C(N1)C)C=NC(=C2)N2C[C@@H](CCC2)S(=O)(=O)N)F)F |&1:24| (3RS)-1-[4-({(1R)-1-[3-(difluoromethyl)-2-fluorophenyl]ethyl}amino)-2-methylpyrido[3,4-d]pyrimidin-6-yl]piperidine-3-sulfonamide